6-(5-cyano-1H-pyrrolo[2,3-b]pyridin-4-yl)-N-(3-methoxy-1,2,4-thiadiazole-5-yl)-1,6-diazaspiro[3.4]octane-1-carboxamide C(#N)C=1C(=C2C(=NC1)NC=C2)N2CC1(CCN1C(=O)NC1=NC(=NS1)OC)CC2